ClC1=C(C=C(C(=C1)C)F)C=1C=C(C2=C(NC=N2)C1)C(=O)O 6-(2-chloro-5-fluoro-4-methylphenyl)-1H-benzo[d]imidazole-4-carboxylic acid